ClC1=CC=C(C(=N1)C(=O)O)N[C@H](C)C1=C2N=C(C(=NC2=CC(=C1)C)C#N)NC1=CC(=CC=C1)C#N (R)-6-chloro-3-((1-(2-cyano-3-((3-cyanophenyl)amino)-7-methylquinoxalin-5-yl)ethyl)amino)picolinic acid